Lactoyl-coA C(C(O)C)(=O)SCCNC(CCNC([C@@H](C(COP(OP(OC[C@@H]1[C@H]([C@H]([C@@H](O1)N1C=NC=2C(N)=NC=NC12)O)OP(=O)(O)O)(=O)O)(=O)O)(C)C)O)=O)=O